CC1=C(C=CC(=C1)N)C1=C(C=C(N)C=C1)C 2,2'-dimethyl-benzidine